N[C@H](CCC)C(=O)O |r| (R)- and (S)-norvaline